1-bromo-4-(3,3-difluoro-1-methyl-cyclobutyl)-2-methyl-benzene BrC1=C(C=C(C=C1)C1(CC(C1)(F)F)C)C